rac-N-Cyclopropyl-4-(((1S,3S)-3-methoxycyclopentyl)amino)-2-(1-methyl-1H-imidazol-2-yl)-6-(1-methyl-1H-pyrazol-3-yl)pyrrolo[2,1-f][1,2,4]triazine-5-carboxamide C1(CC1)NC(=O)C=1C(=CN2N=C(N=C(C21)N[C@@H]2C[C@H](CC2)OC)C=2N(C=CN2)C)C2=NN(C=C2)C |r|